5-(2-chlorophenoxy)-3-((2-fluorobenzyl)amino)-4H-benzo[e][1,2,4]thiadiazine 1,1-dioxide ClC1=C(OC2=CC=CC3=C2NC(=NS3(=O)=O)NCC3=C(C=CC=C3)F)C=CC=C1